NCC=1C=2N(C=C(C1)C1CC1)C=C(N2)CNC2=CC(=NC=C2)NC(=O)[C@@H]2[C@H](C2)C2=CC(=CC=C2)Cl (1S,2S)-N-(4-(((8-(aminomethyl)-6-cyclopropylimidazo[1,2-a]pyridin-2-yl)methyl)amino)pyridin-2-yl)-2-(3-chlorophenyl)cyclopropane-1-carboxamide